NC1CCN(CC1)C1=CC=C(C=C1)C(C)=O 1-(4-(4-aminopiperidin-1-yl)phenyl)ethan-1-one